(S)-8-((1,3-dimethyl-1H-pyrazol-5-yl)sulfonyl)-3-((R)-2-oxa-7-azaspiro[4.4]nonan-7-yl)-1-oxa-8-azaspiro[4.5]decane CN1N=C(C=C1S(=O)(=O)N1CCC2(C[C@@H](CO2)N2C[C@]3(CCOC3)CC2)CC1)C